2-(3-(3-chloro-4-((3,5-difluoropyridin-2-yl)methoxy)-3'-fluoro-5',6-dimethyl-2-oxo-2H-[1,4'-bipyridin]-2'-yl)phenyl)-2-methylpropanoic acid ClC=1C(N(C(=CC1OCC1=NC=C(C=C1F)F)C)C1=C(C(=NC=C1C)C=1C=C(C=CC1)C(C(=O)O)(C)C)F)=O